C12COCC2COC1 3,7-dioxabicyclo[3.3.0]-octane